C(C=C)(=O)N1C[C@H](C[C@@H]1COC)N1N=C(C(=C1NC)C(=O)N)C#CC1=CC=C2C=C(C=NC2=C1)C 1-((3s,5r)-1-propenoyl-5-(methoxymethyl)pyrrolidin-3-yl)-5-(methylamino)-3-((3-methylquinolin-7-yl)ethynyl)-1H-pyrazole-4-carboxamide